C(C)OC(CCCCCC(=O)O)=O heptanedioic acid monoethyl ester